OCC=1CN(CC1C1=CC=C(C=C1)OC)C(=O)OC(C)(C)C tert-Butyl 3-(Hydroxymethyl)-4-(4-methoxyphenyl)-2,5-dihydro-1H-pyrrole-1-carboxylate